C1(CC1)C1=CC(=NN1)NC1=NC(=NC=C1)N1C2CC(C1)(C2)CN2C(C1=CC=CC=C1C2=O)=O 2-[[2-[4-[(5-cyclopropyl-1H-pyrazol-3-yl)amino]pyrimidin-2-yl]-2-azabicyclo[2.1.1]hex-4-yl]methyl]isoindoline-1,3-dione